tert-butyl (6S,9aR)-6-methyl-1,3,4,6,7,8,9,9a-octahydropyrazino[1,2-a]pyrazine-2-carboxylate C[C@H]1CNC[C@H]2N1CCN(C2)C(=O)OC(C)(C)C